C(C)(C)(C)OC(=O)N1N=CC(=C1)O[C@@H]1C[C@H]2N(C=3C(=NN=C(C3)Cl)N(C2)C(=O)OC(C)(C)C)C1 tert-butyl (6aR,8R)-8-((1-(tert-butoxycarbonyl)-1H-pyrazol-4-yl)oxy)-2-chloro-6a,7,8,9-tetrahydro-pyrrolo[1',2':4,5]pyrazino[2,3-c]pyridazine-5(6H)-carboxylate